[I-].O1C(=NC2=C1C=CC=C2)C2=CC=[N+](C=C2)CCCCCC 4-(benzoxazol-2-yl)-1-hexylpyridin-1-ium iodide